C1(=CC(=CC=C1)C1=NN(C=C1)C1=NC=2N(C(=C1)N1CCOCC1)N=C(C2)C=2OC=CN2)C 4-[5-[3-(m-tolyl)pyrazol-1-yl]-2-oxazol-2-yl-pyrazolo[1,5-a]pyrimidin-7-yl]morpholine